platinum (triphenylphosphine) C1(=CC=CC=C1)P(C1=CC=CC=C1)C1=CC=CC=C1.[Pt]